ClC=1N=C(C2=C(N1)N(C=C2I)CC(=O)OC(C)(C)C)Cl tert-butyl 2-(2,4-dichloro-5-iodo-7H-pyrrolo[2,3-d]pyrimidin-7-yl)acetate